(S)-3-(4-chlorophenyl)-N-hydroxy-4-(4-methyltetrahydro-2H-pyran-4-carbonyl)-2,3,4,5-tetrahydrobenzo[f][1,4]oxazepine-8-carboxamide ClC1=CC=C(C=C1)[C@H]1COC2=C(CN1C(=O)C1(CCOCC1)C)C=CC(=C2)C(=O)NO